1-Dodecyl-3-butylpyrrolidinium triflat [O-]S(=O)(=O)C(F)(F)F.C(CCCCCCCCCCC)[NH+]1CC(CC1)CCCC